2-Fluoro-4-(1-(4-methoxyphenyl)-3-((piperidin-4-ylmethyl)amino)-1H-pyrazol-5-yl)benzonitrile FC1=C(C#N)C=CC(=C1)C1=CC(=NN1C1=CC=C(C=C1)OC)NCC1CCNCC1